C1(CCC1)CN(C(=O)OCC1=C(SC(=C1)F)C1=CC=C(C(=N1)C)O[C@@H]1C[C@H](CCC1)C(=O)OC)C methyl (1S,3S)-3-((6-(3-((((cyclobutylmethyl)(methyl)carbamoyl)oxy)methyl)-5-fluorothiophen-2-yl)-2-methylpyridin-3-yl)oxy)cyclohexane-1-carboxylate